5-chloro-2-cyclopropyl-6-(3-nitrophenyl)-3-oxo-pyridazine-4-carboxylic acid ethyl ester C(C)OC(=O)C=1C(N(N=C(C1Cl)C1=CC(=CC=C1)[N+](=O)[O-])C1CC1)=O